3-(4-((4-(azocan-1-ylmethyl)-2-fluorobenzyl)thio)-1-oxoisoindolin-2-yl)piperidine-2,6-dione N1(CCCCCCC1)CC1=CC(=C(CSC2=C3CN(C(C3=CC=C2)=O)C2C(NC(CC2)=O)=O)C=C1)F